(1S,2S)-N-(6-(5-ethyl-6-fluoro-7-(trifluoromethyl)-1H-indazol-4-yl)imidazo[1,2-a]pyridin-2-yl)-2-fluorocyclopropane-1-carboxamide C(C)C=1C(=C2C=NNC2=C(C1F)C(F)(F)F)C=1C=CC=2N(C1)C=C(N2)NC(=O)[C@H]2[C@H](C2)F